C(C)(C)(C)P1CN(C2=C1C(=CC=C2)C2=C(C=CC=C2OC)OC)C2=CC=C(C=C2)C(F)(F)F 3-(tert-butyl)-4-(2,6-dimethoxyphenyl)-1-(4-(trifluoromethyl)phenyl)-1,2-dihydrobenzo[d][1,3]azaphosphole